C(C)OS(=O)(=O)[O-].C(C)[N+]1=CC(=CC=C1)CO 1-ethyl-3-(hydroxymethyl)pyridinium ethyl-sulfate